N,N,N-tri(p-tolyl)amine C1(=CC=C(C=C1)N(C1=CC=C(C=C1)C)C1=CC=C(C=C1)C)C